C(CC1=CC=CC=C1)N1CCC(CC1)C=1N=NN(C1)C1=CC=CC=C1 1-Phenethyl-4-(1-phenyl-1H-[1,2,3]triazol-4-yl)-piperidine